FC(C(=O)N[C@H]1C[C@H](NCC1)C)(COC1=NC=CC=C1OC(F)(F)F)F 2,2-difluoro-N-((2r,4r)-2-methylpiperidin-4-yl)-3-((3-(trifluoromethoxy)pyridin-2-yl)oxy)propanamide